4-fluoro-3,6-dimethyl-1-(p-tolylsulfonyl)pyrrolo[2,3-b]pyridine FC1=C2C(=NC(=C1)C)N(C=C2C)S(=O)(=O)C2=CC=C(C=C2)C